C(CCCCCCCCC)[NH-] decaneylamide